3-[tert-butyl(dimethyl)silyl]oxy-7-chloro-N-(2-fluoro-2-methyl-propyl)-2,3-dihydrofuro[3,2-h]isoquinoline-5-sulfonamide [Si](C)(C)(C(C)(C)C)OC1COC2=C1C=C(C=1C=C(N=CC21)Cl)S(=O)(=O)NCC(C)(C)F